2H-thiopyran-4-carboxamide 1,1-dioxide S1(CC=C(C=C1)C(=O)N)(=O)=O